1-hydroxy-9-methyl-6,6-di(methyl-13C)-6H-benzo[c]chromen-3-yl trifluoromethanesulfonate FC(S(=O)(=O)OC1=CC(=C2C3=C(C(OC2=C1)([13CH3])[13CH3])C=CC(=C3)C)O)(F)F